4-(benzyloxy)-3-cyclobutylaniline C(C1=CC=CC=C1)OC1=C(C=C(N)C=C1)C1CCC1